1-tert-butyl-5-fluoro-N-[2-fluoro-4-methyl-5-(4,4,5,5-tetramethyl-1,3,2-dioxaborolan-2-yl)phenyl]pyrazole-4-carboxamide C(C)(C)(C)N1N=CC(=C1F)C(=O)NC1=C(C=C(C(=C1)B1OC(C(O1)(C)C)(C)C)C)F